methyl (S)-2-(3-amino-3-(4-(ethylsulfonyl)phenyl) propionamido)acetate N[C@@H](CC(=O)NCC(=O)OC)C1=CC=C(C=C1)S(=O)(=O)CC